FC1=C(OC2=C(C=C(C=C2)N2C(NC(C2=O)(C)C)=O)C2=CN(C3=C(N=CC=C32)OC)C)C=CC(=C1)F 3-(4-(2,4-difluorophenoxy)-3-(7-methoxy-1-methyl-1H-pyrrolo[2,3-c]pyridin-3-yl)phenyl)-5,5-dimethylimidazolidine-2,4-dione